(±)-trans-4-phenyl-3-[(3-phenoxyphenyl)carbamoyl]pyrrolidine-1-carboxylic acid tert-butyl ester C(C)(C)(C)OC(=O)N1C[C@H]([C@@H](C1)C1=CC=CC=C1)C(NC1=CC(=CC=C1)OC1=CC=CC=C1)=O |r|